2-methoxypyridine sulfate S(=O)(=O)(O)O.COC1=NC=CC=C1